CCCCCCCCCCC(CCCC)(CCCC)C(=O)O[Sn](OC(=O)C(CCCC)(CCCC)CCCCCCCCCC)(OC(=O)C(CCCC)(CCCC)CCCCCCCCCC)OC(=O)C(CCCC)(CCCC)CCCCCCCCCC tin dibutyl laurate